tributyl-λ5-bismuthanone C(CCC)[Bi](=O)(CCCC)CCCC